3-(methoxymethoxy)-8-[2-(triisopropylsilyl)ethynyl]naphthalen-1-ol COCOC=1C=C(C2=C(C=CC=C2C1)C#C[Si](C(C)C)(C(C)C)C(C)C)O